(2-fluoro-4-(3-(1-(5-methoxypyrimidin-2-yl)piperidin-4-yl)propoxy)phenyl)acetic acid FC1=C(C=CC(=C1)OCCCC1CCN(CC1)C1=NC=C(C=N1)OC)CC(=O)O